benzyl-4,4-dimethylcyclohexan-1-amine hydrochloride Cl.C(C1=CC=CC=C1)C1(CCC(CC1)(C)C)N